dimethyl (1-hydroxyethyl)phosphonate OC(C)P(OC)(OC)=O